4-isobutyl-1-benzylaminocarbonyl-2-isobutyl-4,10-diazatricyclo[5.3.1.03,8]undeca-9-ene C(C(C)C)N1C2C(C3(N=CC2C(CC1)C3)C(=O)NCC3=CC=CC=C3)CC(C)C